CN(/C=C(/C(=O)C1=CC=C(C2=CC=CC=C12)OC)\C1=C(C=CC=C1)C)C (E)-3-(dimethylamino)-1-(4-methoxynaphthalen-1-yl)-2-(2-methylphenyl)prop-2-en-1-one